1-(4-trifluoromethoxyphenyl-ethyl)guanidine hydrochloride Cl.FC(OC1=CC=C(C=C1)CCNC(=N)N)(F)F